(S)-N-(6-bromo-2-(1-cyclopropylethyl)-3-oxoisoindol-4-yl)methanesulfonamide BrC1=CC(=C2C(N(CC2=C1)[C@@H](C)C1CC1)=O)NS(=O)(=O)C